FC(C(=O)NC1=CC=CC2=CC=CC=C12)(CC(CC1=CC=CC=C1)O)F 2,2-difluoro-4-hydroxy-N-(naphthalene-1-yl)-5-phenyl-valeramide